C(C)(=O)C=1C(=CC(=NC1)C1=CC=C(C=C1)NC(OC(C)(C)C)=O)Cl tert-Butyl N-[4-(5-acetyl-4-chloro-2-pyridyl)phenyl]carbamate